(S)-N-(4-((6-(4,4-difluoropiperidin-1-yl)-4-methylpyridin-2-yl)amino)-5-(6-azaspiro[2.5]oct-6-yl)quinazolin-7-yl)-1-hydroxypropane-2-sulfonamide FC1(CCN(CC1)C1=CC(=CC(=N1)NC1=NC=NC2=CC(=CC(=C12)N1CCC2(CC2)CC1)NS(=O)(=O)[C@H](CO)C)C)F